ClC=1C=CC(=C(C1)C=1N=C2N(C=CC=C2)C1C=1N=C2C=C(C=NC2=CC1)N1C[C@H](CC1)N(C)C)F |r| rac-(3S)-1-[6-[2-(5-chloro-2-fluoro-phenyl)imidazo[1,2-a]pyridin-3-yl]-1,5-naphthyridin-3-yl]-N,N-dimethyl-pyrrolidin-3-amine